COCCOC1=CC=CC(=N1)CCN1C(C2=CC=CC=C2C1=O)=O (2-(6-(2-methoxyethoxy)pyridin-2-yl)ethyl)isoindoline-1,3-dione